1-([1,1'-biphenyl]-4-yl)-3-(4-methylpiperidin-4-yl)-1,3-dihydro-2H-imidazo[4,5-b]pyridin-2-one hydrochloride Cl.C1(=CC=C(C=C1)N1C(N(C2=NC=CC=C21)C2(CCNCC2)C)=O)C2=CC=CC=C2